NC=1C=C(C=C(C1)C(F)(F)F)[C@@H](C)NC(=O)C1=NN(C(C=C1)=O)C1=C(C=CC=C1)Cl (R)-N-(1-(3-amino-5-(trifluoromethyl)phenyl)ethyl)-1-(2-chlorophenyl)-6-oxo-1,6-dihydropyridazine-3-carboxamide